CC1=C(C(Cl)(Cl)Cl)C(=CC(=C1)C)C 2,4,6-trimethyltrichlorotoluene